CC1=CC(=CN=N1)C=1C=C2N(N=CC=C2N2CC3CCC(C2)N3C(=O)OC(C)(C)C)C1 tert-butyl 3-(6-(6-methylpyridazin-4-yl)pyrrolo[1,2-b]pyridazin-4-yl)-3,8-diazabicyclo[3.2.1]octane-8-carboxylate